CC1=C(C=C(C(=O)NC2=C(C=C(C=C2)N2CCN(CC2)C)C(F)(F)F)C=C1)NC1=NC=CC(=N1)C=1C=NC=CC1 4-Methyl-N-[4-(4-methyl-piperazin-1-yl)-2-trifluoromethyl-phenyl]-3-(4-pyridin-3-yl-pyrimidin-2-ylamino)-benzamide